ClC1=C(C(=CC=C1)[N+](=O)[O-])C=1N=NNC1 (2-chloro-6-nitro-phenyl)triazole